N,N-dimethoxyphenyl-amine CON(OC)C1=CC=CC=C1